N-ethyl-2-(2-fluoronaphthalen-1-yl)-N-methylethan-1-amine C(C)N(CCC1=C(C=CC2=CC=CC=C12)F)C